(3E,5E)-1-{4-[2-(morpholin-4-yl)ethoxy]benzoyl}-3,5-bis(phenylmethylidene)piperidin-4-one N1(CCOCC1)CCOC1=CC=C(C(=O)N2C\C(\C(/C(/C2)=C/C2=CC=CC=C2)=O)=C/C2=CC=CC=C2)C=C1